O1CCC2=C1C(=CC=C2)NC2=NN(C1=CC(=CC=C21)C(C)(C)O)C 2-{3-[(2,3-dihydro-1-benzofuran-7-yl)amino]-1-methyl-1H-indazol-6-yl}propan-2-ol